8-(4-isopropylpiperazin-1-yl)-7,8,9,10-tetrahydro-5H-cyclohepta[b]naphthalene-5,11(6H)-dione C(C)(C)N1CCN(CC1)C1CCC2=C(C(C=3C=CC=CC3C2=O)=O)CC1